ClC1=C(C(=C(C=N1)C(=O)C1CC2CCC(C1)N2C(=O)OCC2=CC=CC=C2)NC(NC(C(Cl)(Cl)Cl)=O)=O)F benzyl 3-(6-chloro-5-fluoro-4-{[(2,2,2-trichloroacetyl)carbamoyl]amino}pyridine-3-carbonyl)-8-azabicyclo[3.2.1]octane-8-carboxylate